OCCC1(CCCC1)C1=C(C=C(C=C1)OC)O 2-(1-(2-Hydroxyethyl)cyclopentyl)-5-methoxyphenol